4-((1-(tert-Butoxycarbonyl)piperidin-4-yl)amino)-2-chloropyrimidine-5-carboxylic acid ethyl ester C(C)OC(=O)C=1C(=NC(=NC1)Cl)NC1CCN(CC1)C(=O)OC(C)(C)C